(R)-2-((4-(benzyloxy)-3-(3-phenylpropyloxy)phenoxy)methyl)oxirane C(C1=CC=CC=C1)OC1=C(C=C(OC[C@@H]2OC2)C=C1)OCCCC1=CC=CC=C1